N1C=NC2=C1C=CC(=C2)N2C(NC(C2C2=C(C=CC(=C2)F)Br)=O)=O 1-(1H-benzo[d]imidazol-5-yl)-5-(2-bromo-5-fluorophenyl)imidazolidine-2,4-dione